CC1(OCC(O1)(C)C1=NC=C(C(=O)O)C=C1)C 6-(2,2,4-trimethyl-1,3-dioxolan-4-yl)nicotinic acid